C(C)(C)(C)O[Hf] (t-butoxy)hafnium